3-((4,4-bis(((Z)-oct-5-en-1-yl)oxy)butanoyl)oxy)-2-(((3-(3,5-dimethylpiperazin-1-yl)propanoyl)oxy)methyl)propyl (9Z,12Z)-octadeca-9,12-dienoate C(CCCCCCC\C=C/C\C=C/CCCCC)(=O)OCC(COC(CCC(OCCCC\C=C/CC)OCCCC\C=C/CC)=O)COC(CCN1CC(NC(C1)C)C)=O